FC(C(=O)O)(F)F.FC1=C(C=CC=C1)S(=O)(=O)NC=1C(=NC=C(C1)C=1C(=C2C(=CC=NC2=CC1)N1CCNCC1)F)OC 2-fluoro-N-(5-(5-fluoro-4-(piperazin-1-yl)quinolin-6-yl)-2-methoxypyridin-3-yl)benzenesulfonamide trifluoroacetate